2-((1H-indol-3-yl)carbamoyl)-1,2,3,4-tetrahydroisoquinoline-8-carboxylic acid N1C=C(C2=CC=CC=C12)NC(=O)N1CC2=C(C=CC=C2CC1)C(=O)O